tert-butyl (3R,4R)-3-amino-4-(4-(trifluoromethyl)benzyloxy)pyrrolidine-1-carboxylate N[C@@H]1CN(C[C@H]1OCC1=CC=C(C=C1)C(F)(F)F)C(=O)OC(C)(C)C